ClCCNC1=CC=C(C=C1)OC1=CC=NC2=CC=CC=C12 N-(2-chloroethyl)-4-(quinolin-4-yloxy)aniline